4-(benzo[d][1,3]dioxol-4-ylethynyl)-5-methyl-1-(6-methylpyridin-3-yl)-1H-imidazole-2-carboxamide O1COC2=C1C=CC=C2C#CC=2N=C(N(C2C)C=2C=NC(=CC2)C)C(=O)N